4-(N-((2-Amino-4-oxo-3,4-dihydropteridin-6-yl)-methyl)-2,2,2-trifluoroacetamido)benzoic acid NC1=NC2=NC=C(N=C2C(N1)=O)CN(C(C(F)(F)F)=O)C1=CC=C(C(=O)O)C=C1